ethyl 1-(3-chloro-6-(3-methoxypropyl) pyrazin-2-yl)piperidine-4-carboxylate ClC=1C(=NC(=CN1)CCCOC)N1CCC(CC1)C(=O)OCC